C(C1=CC=CC=C1)NC(=O)C=1N(C(N2C1CN(CC2)C(C2=CC(=C(C=C2)Br)Cl)=O)=O)C2=CC=C(C=C2)OCC(F)F N-benzyl-7-(4-bromo-3-chloro-benzoyl)-2-[4-(2,2-difluoroethoxy)phenyl]-3-oxo-6,8-dihydro-5H-imidazo[1,5-a]pyrazine-1-carboxamide